ClC=1C=C2CCCN(C2=C(C1)C1=C2C(=NC=C1)C=C(S2)CO)C2CC1(C2)N(CCC1)C(=O)OC(C)(C)C tert-butyl 2-(6-chloro-8-(2-(hydroxymethyl)thieno[3,2-b]pyridin-7-yl)-3,4-dihydroquinolin-1(2H)-yl)-5-azaspiro[3.4]octane-5-carboxylate